4-(TRANS-4-BUTYLCYCLOHEXYL)PHENYLBORONIC ACID C(CCC)[C@@H]1CC[C@H](CC1)C1=CC=C(C=C1)B(O)O